(P)-2-(4-(4-(aminomethyl)-1-oxo-1,2-dihydrophthalazin-6-yl)-1-methyl-1H-pyrazol-5-yl)-6-(cyclopropylmethyl)-3-fluorobenzonitrile NCC1=NNC(C2=CC=C(C=C12)C=1C=NN(C1C1=C(C#N)C(=CC=C1F)CC1CC1)C)=O